[OH-].[OH-].CCC propane dihydroxide